N-BOC-3-formylindole C(=O)(OC(C)(C)C)N1C=C(C2=CC=CC=C12)C=O